FC(C(=O)N)(CCCCCCC)F 2,2-difluorononanamide